dichlorine diacetate C(C)(=O)[O-].C(C)(=O)[O-].[Cl+].[Cl+]